[Na].CC1=NN(C(=C1B1OC(C(O1)(C)C)(C)C)C)S(=O)(=O)C1=CC=C(C=C1)C(F)(F)F 3,5-Dimethyl-4-(4,4,5,5-tetramethyl-1,3,2-dioxaborolan-2-yl)-1-((4-(trifluoromethyl)phenyl)sulfonyl)-1H-pyrazole sodium